C(N)(OC1=NC=CC(=C1)OC1=CC(=C(C=C1)NC(=O)NC1=CC(=NN1C1=CC=CC=C1)C(C)(C)C)SC)=O (4-(4-(3-(3-(tert-butyl)-1-phenyl-1H-pyrazol-5-yl) ureido)-3-(methylthio) phenoxy) pyridin-2-yl) carbamate